CC1=C(C2=C(N=CN=C2NC2(CC2)C)O1)C(=O)NC1(CC1)C1=NC=CC=N1 6-methyl-4-[(1-methylcyclopropyl)amino]-N-[1-(pyrimidin-2-yl)cyclopropyl]furo[2,3-d]pyrimidine-5-carboxamide